OCC(C(=O)N1CCN(CC1)C1=CC=C(C=N1)C=1C=2N(C=C(C1)OC)N=CC2C#N)C2=CC=CC=C2 4-(6-(4-(3-Hydroxy-2-phenylpropionyl)piperazin-1-yl)pyridin-3-yl)-6-methoxypyrazolo[1,5-a]pyridine-3-carbonitrile